(4R)-2-hydroxy-4-(2,3,6-trifluorophenyl)pyrrolidine-1-carboxylic acid tert-butyl ester C(C)(C)(C)OC(=O)N1C(C[C@@H](C1)C1=C(C(=CC=C1F)F)F)O